C(C)(=O)C1=C(C=C2C(=NC(=NC2=C1)C)N[C@H](C)C=1C(=C(C#N)C=CC1)C)N1CCC2(COC2)CC1 (R)-3-(1-((7-acetyl-2-methyl-6-(2-oxa-7-azaspiro[3.5]nonan-7-yl)quinazolin-4-yl)amino)ethyl)-2-methylbenzonitrile